1-Ethoxy-3-phenyl-4-(phenylselanyl)benzo[c][1,2]oxaphosphinine 1-oxide C(C)OP1(OC(=C(C2=C1C=CC=C2)[Se]C2=CC=CC=C2)C2=CC=CC=C2)=O